CC1=C(C=CC(=C1)N1CCN(CC1)C)NC1=NC2=CC(=CC=C2C=N1)C=1C=NNC1 N-(2-methyl-4-(4-methylpiperazin-1-yl)phenyl)-7-(1H-pyrazol-4-yl)quinazolin-2-amine